5-bromo-4-fluoro-1-methyl-3-(1-methyl-1H-pyrazol-4-yl)-1H-indazole BrC=1C(=C2C(=NN(C2=CC1)C)C=1C=NN(C1)C)F